C1(C=CC=C1)[Ti](C1=C(C(=C(C(=C1F)F)F)F)F)(C1=C(C(=C(C(=C1F)F)F)F)F)C1C=CC=C1 bis(cyclopentadienyl)-bis(pentafluorophenyl)-titanium